3-bromo-4-hydroxy-5-methoxybenzoic acid methyl ester COC(C1=CC(=C(C(=C1)OC)O)Br)=O